S(N)(=O)(=O)C1=NC=CC=C1 sulfamoyl-pyridine